BrC1=C(N=CN1CCO[Si](C)(C)C(C)(C)C)C(=O)OC methyl 5-bromo-1-(2-((tert-butyldimethylsilyl)oxy)ethyl)-1H-imidazole-4-carboxylate